5-chloro-2-((3R,5S)-3,4,5-trimethylpiperazin-1-yl)pyridin-4-amine ClC=1C(=CC(=NC1)N1C[C@H](N([C@H](C1)C)C)C)N